5-{4-Fluoro-2-[methyl-(2,2,6,6-tetramethylpiperidin-4-yl)amino]-1,3-benzothiazol-6-yl}-2-methyl-2H-indazol-7-carbonitril FC1=CC(=CC2=C1N=C(S2)N(C2CC(NC(C2)(C)C)(C)C)C)C2=CC1=CN(N=C1C(=C2)C#N)C